di-tert-butyl 1,2-benzenedisulfonate C=1(C(=CC=CC1)S(=O)(=O)OC(C)(C)C)S(=O)(=O)OC(C)(C)C